3-bromo-2,4-dichloro-5,6-dimethyl-pyridine BrC=1C(=NC(=C(C1Cl)C)C)Cl